COC1=CC=C(C=N1)C1=CC=C2CC3(C(NC2=C1)=O)CN(CC3)C#N 7'-(6-Methoxypyridin-3-yl)-2'-oxo-1',4'-dihydro-2'H-spiro[pyrrolidine-3,3'-quinoline]-1-carbonitrile